C[C@@H]1[C@H]2CC[C@@H](C[C@@H]1C1=CC=C(C=C1)F)N2 2β-methyl-3β-p-fluorophenyl-demethyl-tropane